C(CCCCCCC)(=O)[O-].N1C=[NH+]C=C1 imidazolium octanoate